tert-butyl 2-(4-methoxybenzyl)-3-oxo-2,3-dihydro-1H-indazole-1-carboxylate COC1=CC=C(CN2N(C3=CC=CC=C3C2=O)C(=O)OC(C)(C)C)C=C1